1-[[2-(difluoromethoxy)pyridin-4-yl]methyl]-3-[rac-(1r,5s,6r)-3,3-difluoro-6-bicyclo[3.1.0]hexanyl]urea FC(OC1=NC=CC(=C1)CNC(=O)NC1[C@H]2CC(C[C@@H]12)(F)F)F |r|